(5S,6R)-6-((S)-5H-imidazo[5,1-a]isoindol-5-yl)-5,6,7,8-tetrahydrophthalazin-5-ol C=1N=CN2C1C1=CC=CC=C1[C@@H]2[C@@H]2[C@@H](C=1C=NN=CC1CC2)O